(4-(4-methylpyridin-3-yl)cyclohex-3-en-1-yl)carbamic acid tert-butyl ester C(C)(C)(C)OC(NC1CC=C(CC1)C=1C=NC=CC1C)=O